icosane triisocyanate [N-]=C=O.[N-]=C=O.[N-]=C=O.CCCCCCCCCCCCCCCCCCCC